hydroxypropylsulfide bis(3-mercaptopropionate) SCCC(=O)O.SCCC(=O)O.OCCCSCCCO